CN1S(CC2=C1C=CC(=C2)B2OC(C(O2)(C)C)(C)C)(=O)=O 1-methyl-5-(4,4,5,5-tetramethyl-1,3,2-dioxaborolan-2-yl)-1,3-dihydrobenzo[c]isothiazole 2,2-dioxide